N-(6-aminohexyl)-3-(6-(1-(2,2-difluorobenzo[d][1,3]dioxol-5-yl)cyclopropane-1-carboxamido)-3-methylpyridin-2-yl)benzamide NCCCCCCNC(C1=CC(=CC=C1)C1=NC(=CC=C1C)NC(=O)C1(CC1)C1=CC2=C(OC(O2)(F)F)C=C1)=O